CC=1N(C=C(N1)C=O)C(C1=CC=CC=C1)(C1=CC=CC=C1)C1=CC=CC=C1 2-methyl-1-(triphenylmethyl)imidazole-4-carboxaldehyde